CC1=CC=CC=2NC3=C(CCC21)C=CC=C3 methyl-10,11-dihydro-5H-dibenzo[b,f]azepine